C(=O)(O)C(C=1C(NC(N([C@H]2[C@H](O)[C@H](O)[C@@H](CO)O2)C1)=O)=O)O 5-(carboxyhydroxymethyl)-uridine